6-chloro-N-[5-(2,2-difluoroethoxy)-4,6-dimethoxy-pyrimidin-2-yl]-7-fluoro-1H-indole-3-sulfonamide ClC1=CC=C2C(=CNC2=C1F)S(=O)(=O)NC1=NC(=C(C(=N1)OC)OCC(F)F)OC